C(C)(C)(C)OC(=O)N1CCC2(CC1)C(C=1C(=NC=CC1)O2)=N[S@](=O)C(C)(C)C 3-[[(R)-2-methylpropane-2-sulfinyl]imino]spiro[furo[2,3-b]pyridine-2,4'-piperidine]-1'-carboxylic acid tert-butyl ester